N[C@H]1CN(CCC1)C=1C(=CC(=NC1)C1=C(C=C(C=C1)OC)C(C)C)CC1=CN=C2N1C=CN=C2N (R)-3-((5-(3-aminopiperidin-1-yl)-2-(2-isopropyl-4-methoxyphenyl)pyridin-4-yl)methyl)imidazo[1,2-a]pyrazin-8-amine